C(CC)#N.[K] monopotassium propionitrile salt